4-(4-(2-hydroxyethyl)piperazin-1-yl)butane-1-sulfonic acid OCCN1CCN(CC1)CCCCS(=O)(=O)O